(3S,4R,5R,6S)-1-{5-fluoro-6-[(4-isopropylbenzyl)oxy]hexyl}-3,4,5,6-azepanetetrol FC(CCCCN1C[C@@H]([C@H]([C@@H]([C@H](C1)O)O)O)O)COCC1=CC=C(C=C1)C(C)C